8-ethenyl-3-(4-(2,2,2-trifluoroethoxy)phenyl)-2-(trifluoromethyl)-4H-pyrido[1,2-a]pyrimidin-4-one C(=C)C1=CC=2N(C(C(=C(N2)C(F)(F)F)C2=CC=C(C=C2)OCC(F)(F)F)=O)C=C1